4'-(difluoromethoxy)[1,1'-biphenyl]-2-carboxylic acid FC(OC1=CC=C(C=C1)C=1C(=CC=CC1)C(=O)O)F